tert-butyl (3S,4S)-3-((3,5-difluoro-6-(7-methoxy-6-(oxetan-3-yl)imidazo[1,2-b]pyridazin-3-yl)pyridin-2-yl)amino)-4-fluoropyrrolidine-1-carboxylate FC=1C(=NC(=C(C1)F)C1=CN=C2N1N=C(C(=C2)OC)C2COC2)N[C@H]2CN(C[C@@H]2F)C(=O)OC(C)(C)C